C(C)(C)(C)N=P(N1CCCC1)(N1CCCC1)N1CCCC1 Tert-butylimino-tris(pyrrolidino)phosphine